ClC1=CC=C(C=C1)C1=CC(=NN1)NC1=CC=C(C=C1)NCCC N1-(5-(4-chlorophenyl)-1H-pyrazol-3-yl)-N4-propylbenzene-1,4-diamine